N-[(6-Amino-2-pyridyl)sulfonyl]-6-pyrrolidin-1-yl-2-(2,4,6-trimethylphenoxy)pyridin-3-carboxamid NC1=CC=CC(=N1)S(=O)(=O)NC(=O)C=1C(=NC(=CC1)N1CCCC1)OC1=C(C=C(C=C1C)C)C